4-(4-{4-[3-(1,3-Dioxolan-2-yl)propoxy]-2-fluorophenyl}piperidin-1-yl)-3-fluoro-2-(trifluoromethyl)benzonitrile O1C(OCC1)CCCOC1=CC(=C(C=C1)C1CCN(CC1)C1=C(C(=C(C#N)C=C1)C(F)(F)F)F)F